5-(6-(((S)-1-cyclopropylethyl)amino)-4-(trifluoromethyl)pyridin-3-yl)-4-((S)-4,4-difluoro-2-methylpyrrolidine-1-carbonyl)-N-(2-hydroxy-2-methylpropyl)thiazole-2-carboxamide C1(CC1)[C@H](C)NC1=CC(=C(C=N1)C1=C(N=C(S1)C(=O)NCC(C)(C)O)C(=O)N1[C@H](CC(C1)(F)F)C)C(F)(F)F